COC1=CC=C(C(C2=CC=C(C=C2)OC)(C2=CC=CC=C2)C([C@@H]2[C@H](C[C@@H](O2)N2C(=O)N=C(NC(C)=O)C=C2)O)O)C=C1 5'-(4,4'-dimethoxytrityl)-N4-acetyl-2'-deoxycytidine